(S)-5-[1-(2-Difluoromethyl-6-fluoro-phenyl)-piperidin-4-yl]-4-methyl-7-(2-trifluoromethyl-benzyl)-2,4,5,7-tetrahydro-pyrazolo[3,4-d]pyrimidin-6-on FC(C1=C(C(=CC=C1)F)N1CCC(CC1)N1C(N(C=2C([C@@H]1C)=CNN2)CC2=C(C=CC=C2)C(F)(F)F)=O)F